2-chloro-N-(3-isopropoxyphenyl)acetamide ClCC(=O)NC1=CC(=CC=C1)OC(C)C